Ethyl (S)-3-(4-Fluorobiphenyl-3-yl)-3-(3-(4-hydroxy-1,5-dimethyl-2-oxo-1,2-dihydropyridin-3-yl)ureido)propanoat FC1=C(C=C(C=C1)C1=CC=CC=C1)[C@H](CC(=O)OCC)NC(=O)NC=1C(N(C=C(C1O)C)C)=O